(R)-2-((1-(2-(4-fluorophenyl)-3,6-dimethyl-4-oxo-3,4-dihydroquinazolin-8-yl)ethyl)amino)benzoic acid FC1=CC=C(C=C1)C1=NC2=C(C=C(C=C2C(N1C)=O)C)[C@@H](C)NC1=C(C(=O)O)C=CC=C1